2-(3-bromophenyl)-9-phenyl-1,10-phenanthroline BrC=1C=C(C=CC1)C1=NC2=C3N=C(C=CC3=CC=C2C=C1)C1=CC=CC=C1